epoxy-cyclohexanediamine C12(C(CCCC1)(O2)N)N